1,1,1,3,3,3-hexafluoropropan-2-yl (R or S)-1-((6-isopropoxypyridin-3-yl)carbamoyl)-6-azaspiro[2.5]octane-6-carboxylate C(C)(C)OC1=CC=C(C=N1)NC(=O)[C@@H]1CC12CCN(CC2)C(=O)OC(C(F)(F)F)C(F)(F)F |o1:13|